OC=1C=C(C=CC1)COC=1C(=NC=CC1)C1=CC(=CN1C)C(=O)NC1=CC(=CC=C1)NS(=O)(=O)C 5-(3-((3-hydroxyphenylmethyl)oxy)pyridin-2-yl)-1-methyl-N-(3-(methylsulfonylamino)phenyl)-1H-pyrrole-3-carboxamide